(±)-3-((2-(trifluoromethyl)benzyl)oxy)pyrrolidine FC(C1=C(CO[C@H]2CNCC2)C=CC=C1)(F)F |r|